COC1=NC=CC=C1C1=NN2C(N=CC=C2)=C1 2-(2-methoxypyridin-3-yl)pyrazolo[1,5-a]pyrimidine